ClC=1C=C(C=CC1)[C@@H]1[C@H](C1)C(=O)NC1=CC(=NC=N1)NCC=1N=C2N(C=C(C=C2NC(OC(C)(C)C)=O)C2CC2)C1 tert-butyl (2-(((6-((1S,2S)-2-(3-chlorophenyl)cyclopropane-1-carboxamido)pyrimidin-4-yl)amino)methyl)-6-cyclopropylimidazo[1,2-a]pyridin-8-yl)carbamate